1-(6-bromonaphthalen-2-yl)-pyrene BrC=1C=C2C=CC(=CC2=CC1)C1=CC=C2C=CC3=CC=CC4=CC=C1C2=C34